(2S,4S)-4-fluoro-1-[2-[(3R)-3-(1,8-naphthyridin-3-ylamino)pyrrolidin-1-yl]acetyl]pyrrolidine-2-carbonitrile F[C@H]1C[C@H](N(C1)C(CN1C[C@@H](CC1)NC=1C=NC2=NC=CC=C2C1)=O)C#N